3-methyl-6-(5-methyl-2-thienyl)-1-(thiadiazol-4-ylmethyl)imidazo[4,5-b]pyridin-2-one CN1C(N(C=2C1=NC=C(C2)C=2SC(=CC2)C)CC=2N=NSC2)=O